2-((5R)-5-Ethyl-1-(imidazo[4,5-d]pyrrolo[2,3-b]pyridin-1(6H)-yl)pyrrolidin-3-yl)acetonitrile C(C)[C@@H]1CC(CN1N1C=NC=2C1=C1C(=NC2)NC=C1)CC#N